N1=NC(=CC=C1)C=1C=CC(=NC1)NC1=CC(=CC=C1)C=1NC2=C(C=NC(=C2)C(F)(F)F)N1 5-(pyridazin-3-yl)-N-(3-(6-(trifluoromethyl)-1H-imidazo[4,5-c]pyridin-2-yl)phenyl)pyridin-2-amine